methyl trans-4-[2-(4-hydroxytetrahydropyran-4-yl)ethynyl]cyclohexanecarboxylate OC1(CCOCC1)C#C[C@@H]1CC[C@H](CC1)C(=O)OC